C(CCCCCCCCC(=O)OC)(=O)OC Dimethyl sebacate